6-methyl-7-oxa-1-thia-4-azaspiro[4.4]nonan CC1C2(NCCS2)CCO1